tert-butyl 4-(3-hydroxy-4-methylphenyl)piperidine-1-carboxylate OC=1C=C(C=CC1C)C1CCN(CC1)C(=O)OC(C)(C)C